OC(=O)C(F)(F)F.N1CC(C1)OC1=CC=C(C#N)C=C1 4-(azetidin-3-yloxy)benzonitrile TFA salt